N-(((1R,5S)-6,6-dimethylbicyclo[3.1.1]hept-2-en-2-yl)methyl)-2-methylundecan-1-imine oxide CC1([C@H]2CC=C([C@@H]1C2)C[N+](=CC(CCCCCCCCC)C)[O-])C